FC1=C(N=CC2=C1N=C(N=C2N2CC(CCC2)CC(=O)OCC)OC[C@]21CCCN1C[C@@H](C2)F)C2=CC=CC1=CC=CC(=C21)CCO ethyl 2-(1-(8-fluoro-2-(((2R,7aS)-2-fluorotetrahydro-1H-pyrrolizin-7a(5H)-yl)methoxy)-7-(8-(2-hydroxyethyl)naphthalen-1-yl)pyrido[4,3-d]pyrimidin-4-yl)piperidin-3-yl)acetate